(3R,5R)-1-{2-[1-(cyclopropylmethyl)-6-methoxy-1H-pyrrolo[2,3-b]pyridin-2-yl]-7-(difluoromethoxy)-1-methyl-1H-1,3-benzodiazole-5-carbonyl}-5-fluoropiperidin-3-amine C1(CC1)CN1C(=CC=2C1=NC(=CC2)OC)C2=NC1=C(N2C)C(=CC(=C1)C(=O)N1C[C@@H](C[C@H](C1)F)N)OC(F)F